(E)-N-[2-(3-benzyloxy-4,5-dimethoxy-phenyl)ethyl]-3-(6-methyl-1,3-benzodioxol-5-yl)prop-2-enamide C(C1=CC=CC=C1)OC=1C=C(C=C(C1OC)OC)CCNC(\C=C\C1=CC2=C(OCO2)C=C1C)=O